methyl-trichlorosilane chloride [Cl-].C[Si](Cl)(Cl)Cl